N-(6-(4-methylpiperazin-1-yl)pyridin-3-yl)-4-(6-(pyridin-3-yl)imidazo[1,2-a]Pyridine-3-Yl)pyrimidin-2-amine CN1CCN(CC1)C1=CC=C(C=N1)NC1=NC=CC(=N1)C1=CN=C2N1C=C(C=C2)C=2C=NC=CC2